CN1C(NN=C1CSCC1=CC=C(C=C1)C)=S 4-methyl-5-(((4-methylbenzyl)thio)methyl)-2,4-dihydro-3H-1,2,4-triazole-3-thione